4-(azetidin-1-yl)-[2,3'-bipyridin]-6'-amine N1(CCC1)C1=CC(=NC=C1)C=1C=NC(=CC1)N